FC1(CN(CC1(C)C)C=1C=2N(N=C(C1)C=1C(NC(NC1)=O)=O)N=CN2)F 5-(8-(3,3-difluoro-4,4-dimethylpyrrolidin-1-yl)-[1,2,4]triazolo[1,5-b]pyridazin-6-yl)pyrimidine-2,4(1H,3H)-dione